3,5,5-trimethyl-hexanal CC(CC=O)CC(C)(C)C